(2s,5r)-2-(1,1-difluoro-2-hydroxyethyl)-7-oxo-1,6-diazabicyclo[3.2.1]oct-6-yl bisulfate S(ON1[C@@H]2CC[C@H](N(C1=O)C2)C(CO)(F)F)(O)(=O)=O